ClC1=CC=C(CSC=2OC3=C(N2)C(=CC=C3F)F)C=C1 2-((4-chlorobenzyl)thio)-4,7-difluorobenzo[d]oxazole